1-((3R,4S)-3-fluoro-4-((5-(1-(2-fluoroethyl)-1H-benzo[d][1,2,3]triazol-6-yl)-4-methoxypyrrolo[2,1-f][1,2,4]triazin-2-yl-7-d)amino)piperidin-1-yl)ethan-1-one F[C@@H]1CN(CC[C@@H]1NC1=NN2C(C(=N1)OC)=C(C=C2[2H])C=2C=CC1=C(N(N=N1)CCF)C2)C(C)=O